CCCC(=O)C=1N([C@H]2[C@H](S)[C@H](O)[C@@H](CO)O2)C=2N=C(NC(C2N1)=O)N 8-Methylpropionylthioguanosine